ClC1=C(C=CC=C1)CC(=O)N(C(C#C)=O)CCCOC=1C(=CC(=C(C(=O)OC)C1)NC(C#C)=O)OC methyl 5-(3-(N-(2-(2-chlorophenyl)acetyl)propiolamido) propoxy)-4-methoxy-2-propiolamidobenzoate